C(N1N=CC(=C1)C1=C(C=O)C=CC=C1)([2H])([2H])[2H] (1-(methyl-d3)-1H-pyrazol-4-yl)benzaldehyde